2-[(5-bromo-6-nitro-indazol-1-yl)methoxy]ethyl-trimethyl-silane BrC=1C=C2C=NN(C2=CC1[N+](=O)[O-])COCC[Si](C)(C)C